(5-Nitrofuran-2-yl)[4-(pyridin-3-yl)piperazin-1-yl]methanone [N+](=O)([O-])C1=CC=C(O1)C(=O)N1CCN(CC1)C=1C=NC=CC1